(R)-4-pentyl-6,6a,7,8,9,10-hexahydro-5H-pyrazino[1,2-a][1,8]naphthyridine C(CCCC)C=1C=2CC[C@H]3N(C2N=CC1)CCNC3